(S)-methyl 2-((4-(4-benzylpiperazin-1-yl)-6-((4-morpholinophenyl)amino)-1,3,5-triazin-2-yl)amino)-2-(1H-imidazol-5-yl)acetate C(C1=CC=CC=C1)N1CCN(CC1)C1=NC(=NC(=N1)NC1=CC=C(C=C1)N1CCOCC1)N[C@H](C(=O)OC)C1=CN=CN1